NC1=C(C=NC(=C1F)C1=CC=CC2=CC=CC(=C12)C#C[Si](C(C)C)(C(C)C)C(C)C)C(=S)N1C2CCN(C2C1)C(=O)[O-] 6-(4-amino-5-fluoro-6-(8-((triisopropyl silyl)ethynyl)naphthalen-1-yl)pyridine-3-carbonothioyl)-2,6-diazabicyclo[3.2.0]heptane-2-carboxylate